N-((3-((4-hydroxyphenyl)thio)-1H-indol-5-yl)methyl)-4-(triethoxysilyl)butanamide OC1=CC=C(C=C1)SC1=CNC2=CC=C(C=C12)CNC(CCC[Si](OCC)(OCC)OCC)=O